OC=1C(=NC=CC1)CN1C(C2=CC=C(C=C2C=N1)S(=O)(=O)C1=CC=C(C=C1)OC)=O 2-((3-hydroxypyridin-2-yl)methyl)-6-(4-methoxyphenylsulphonyl)phthalazin-1(2H)-one